tri-palmitoyl-S-glyceroyl-cysteine C(CCCCCCCCCCCCCCC)(=O)C([C@](N)(C(=O)O)C(CCCCCCCCCCCCCCC)=O)(SC(C(O)CO)=O)C(CCCCCCCCCCCCCCC)=O